ethyl 2-bromo-4-methylbenzoate BrC1=C(C(=O)OCC)C=CC(=C1)C